5-(5-(3-amino-8-azabicyclo[3.2.1]octane-8-yl)-8-(3-fluoro-4-methoxyphenyl)imidazolo[1,2-c]pyrimidin-7-yl)pyrimidin-2-carbonitrile NC1CC2CCC(C1)N2C2=NC(=C(C=1N2C=CN1)C1=CC(=C(C=C1)OC)F)C=1C=NC(=NC1)C#N